(+)-1-hydroxy-3-propylamine OCCCN